6-bromo-2-(2-(1-(3-methoxybenzyl)piperidin-4-yl)ethyl)-1H-benzisoquinoline-1,3(2H)-dione BrC=1C=C2CC(N(C(C2=C2C1C=CC=C2)=O)CCC2CCN(CC2)CC2=CC(=CC=C2)OC)=O